Racemic-(5-(4-fluoro-6-(1-hydroxyethyl)-1H-benzo[d]imidazol-2-yl)-1H-pyrrol-3-yl)(2-(trifluoromethyl)phenyl)methanone FC1=CC(=CC=2NC(=NC21)C2=CC(=CN2)C(=O)C2=C(C=CC=C2)C(F)(F)F)[C@@H](C)O |r|